9-(3,5-dibromophenyl)-9H-carbazole BrC=1C=C(C=C(C1)Br)N1C2=CC=CC=C2C=2C=CC=CC12